C(C)(C)(C)C1=C(C(=CC(=C1O)C(C)(C)C)C)C(=O)CCC(=O)[O-] 3-(3',5'-di-tert-butyl-4-hydroxytoluoyl)-propionate